N1(CCC1)C(=O)C1=CC=2N=C(N=C(C2O1)N1CCOCC1)Cl azetidin-1-yl(2-chloro-4-morpholinofuro[3,2-d]pyrimidin-6-yl)methanone